(2S)-2-(7-chloro-6-methyl-1,1-dioxido-3,4-dihydro-2H-benzo[b][1,4,5]oxathiazepin-2-yl)-3-(6-fluoro-2,3-dimethylphenyl)butanoic acid ClC=1C=CC2=C(OCCN(S2(=O)=O)[C@H](C(=O)O)C(C)C2=C(C(=CC=C2F)C)C)C1C